(R)-2-(5-Fluoropyridin-2-yl)-6,6,7-trimethyl-3-(1H-pyrazolo[3,4-b]pyridin-4-yl)-6,7-dihydro-4H-pyrazolo[5,1-c][1,4]oxazine FC=1C=CC(=NC1)C1=NN2C(COC([C@H]2C)(C)C)=C1C1=C2C(=NC=C1)NN=C2